4-(2-((2-methoxy-phenyl)sulfonyl)propan-2-yl)-N-(pyridin-4-yl)piperidine-1-carboxamide COC1=C(C=CC=C1)S(=O)(=O)C(C)(C)C1CCN(CC1)C(=O)NC1=CC=NC=C1